(R)-2-Methyl-1,2,3,4-tetrahydroquinoline-4,8-diol hydrochloride monohydrate O.Cl.C[C@H]1NC2=C(C=CC=C2C(C1)O)O